C(C1=CC=CC=C1)C1CCN(CC1)CCN1C(=CC2=CC(=CC=C12)C(=O)N)C(=O)N (2-(4-benzylpiperidin-1-yl)ethyl)-1H-indole-2,5-dicarboxamide